BrC1=NC(=CC2=C1N=C(N(C2=O)C)C(C)(C)C)Cl 8-bromo-2-tert-butyl-6-chloro-3-methyl-pyrido[3,4-d]pyrimidin-4-one